BrC1=C(C=C(C(=C1)F)Cl)F 1-bromo-4-chloro-2,5-difluorobenzene